COC(=O)C=1C=CC=C2C=CN(C12)S(=O)(=O)C1=CC=C(C)C=C1 1-tosyl-1H-indole-7-carboxylic acid methyl ester